(S)-4-methoxy-2-((2-methyl-1-(5-phenyl-1,2,4-oxadiazol-3-yl)propyl)carbamoyl)pyridin-3-yl isobutyrate C(C(C)C)(=O)OC=1C(=NC=CC1OC)C(N[C@@H](C(C)C)C1=NOC(=N1)C1=CC=CC=C1)=O